4-(5-methoxy-2-nitrophenyl)-3-oxobutanoic acid methyl ester COC(CC(CC1=C(C=CC(=C1)OC)[N+](=O)[O-])=O)=O